NCC(CC1=CC=CC=C1)NC(=O)C=1N=NN(C1)C1=CC(=NC=C1C)NC1=CC2=C(OC(O2)(F)F)C=C1 N-(1-amino-3-phenylpropan-2-yl)-1-(2-((2,2-difluorobenzo[d][1,3]dioxol-5-yl)-amino)-5-methylpyridin-4-yl)-1H-1,2,3-triazole-4-carboxamide